COC1=CC=C(C=N1)C1=CC=C(C=C1)C(N(C(=O)C1CCCCC1)C=1C=C(C=CC1)/C=C/C(=O)OC)[2H] methyl (E)-3-(3-(N-((4-(6-methoxypyridin-3-yl)phenyl)methyl-d)cyclohexanecarboxamido)phenyl)acrylate